ClC1=C(C(=CC=C1)Cl)N1C=2N(C3=C(C1=O)C=NC(=N3)NC3=CC(=C(C=C3)N3CCNCC3)Cl)CCN2 6-(2,6-Dichlorophenyl)-2-((3-chloro-4-(piperazin-1-yl)phenyl)amino)-8,9-dihydroimidazo[1,2-a]pyrimido[5,4-e]pyrimidin-5(6H)-one